(4R)-4-hydroxypyrrolidine-2-carboxylic acid methyl ester COC(=O)C1NC[C@@H](C1)O